heptadecan-9-yl 2-methyl-10-((9Z,12Z)-octadeca-9,12-dien-1-yl)-6-oxo-7-oxa-2,5,10-triazaoctadecan-18-oate CN(C)CCNC(OCCN(CCCCCCCC(=O)OC(CCCCCCCC)CCCCCCCC)CCCCCCCC\C=C/C\C=C/CCCCC)=O